Tert-butyl-((7R)-2-(2-(1-(cyclopropylmethyl)-1H-pyrrolo[2,3-b]pyridin-2-yl)-4-methoxy-3-methylbenzofuran-6-carbonyl)-2-azabicyclo[2.2.1]hept-7-yl) carbamate C(N)(O[C@H]1C2(N(CC1CC2)C(=O)C2=CC1=C(C(=C(O1)C1=CC=3C(=NC=CC3)N1CC1CC1)C)C(=C2)OC)C(C)(C)C)=O